P(=O)(O)(O)OCC(C(=O)O)OP(=O)(O)O.C(CCCCCCCCCCCCCCCCC)SSCCCO[C@@H](CN1C2=NC=NC(=C2N=C1)N)C (R)-9-{2-[(octadecyl-dithioethyl)methoxy]propyl}adenine Diphosphoglycerate